N-(4-(4-(cyclobutylsulfonamido)-2-methylphenyl)-1H-pyrrolo[2,3-b]pyridin-6-yl)cyclopropylcarboxamide C1(CCC1)S(=O)(=O)NC1=CC(=C(C=C1)C1=C2C(=NC(=C1)NC(=O)C1CC1)NC=C2)C